ClC1=CC=C(C=C1)[C@H]1CC[C@H]2N(CCN(C2)C(=O)C2=CC=CC=3N2C=CN3)C1 [(7R,9aR)-7-(4-chlorophenyl)-1,3,4,6,7,8,9,9a-octahydropyrido[1,2-a]pyrazin-2-yl]-imidazo[1,2-a]pyridin-5-ylmethanone